6-hydroxy-1,4-dimethyl-2-naphthoic acid OC=1C=C2C(=CC(=C(C2=CC1)C)C(=O)O)C